FC=1C=C(C=CC1)C1=NOC(C1)(C(=O)[O-])C 3-(3-fluorophenyl)-5-methyl-4H-isoxazole-5-carboxylate